COC1=C(C(N(C=C1)C1=CC=C(C=C1)F)=O)C(=O)O 4-methoxy-1-(4-fluorophenyl)-2-keto-1,2-dihydropyridine-3-carboxylic acid